1-(5-((6-chloro-5-(1-methyl-1H-indol-5-yl)-1H-benzo[d]imidazol-2-yl)oxy)-2-methylphenyl)-4-methyl-1,4-dihydro-5H-tetrazol-5-one ClC=1C(=CC2=C(NC(=N2)OC=2C=CC(=C(C2)N2N=NN(C2=O)C)C)C1)C=1C=C2C=CN(C2=CC1)C